C(=O)(O)C1=C(C(=[N+](C=C1)[O-])C1=CC=C(C=C1)F)N(C)C carboxy-3-(dimethylamino)-2-(4-fluorophenyl)pyridine 1-oxide